CC(C(=O)OCC(C)(C1=CC(=C(C=C1)F)Cl)NC(NC1=C(C(=CC=C1)C1OCCO1)N)=S)(C)C 2-({[2-amino-3-(1,3-dioxolan-2-yl)phenyl]carbamothioyl}amino)-2-(3-chloro-4-fluorophenyl)propyl 2,2-dimethylpropanoate